9(10H)-anthracenone C1=CC=CC=2CC3=CC=CC=C3C(C12)=O